ketovaleryl-CoA O=CCCCC(=O)SCCNC(CCNC([C@@H](C(COP(OP(OC[C@@H]1[C@H]([C@H]([C@@H](O1)N1C=NC=2C(N)=NC=NC12)O)OP(=O)(O)O)(=O)O)(=O)O)(C)C)O)=O)=O